Cl.N1CCC(CC1)C1=NC2=NC=CC=C2C=C1N (piperidin-4-yl)-1,8-naphthyridin-3-amine hydrochloride